(2R,3R)-3-(3-(4-trifluoroethoxyphenyl)isoxazol-5-yl)-2-(2,4-difluorophenyl)-1-(1H-tetrazol-1-yl)butan-2-ol FC(COC1=CC=C(C=C1)C1=NOC(=C1)[C@@H]([C@@](CN1N=NN=C1)(O)C1=C(C=C(C=C1)F)F)C)(F)F